FC1=C(C(=CC=C1)F)C1=NN=C2N1C1=C(C=NC2C)C=CC=C1 2,6-difluorophenyl-4-methyl-4H-[1,2,4]triazolo[4,3-a][1,4]benzodiazepine